C1(CCC1)OC=1C=2N(C=NC1C=1C=NNC1)N=C(N2)N[C@@H]2[C@@H](CN(CC2)S(=O)(=O)C)C 8-Cyclobutoxy-N-((3R,4S)-3-methyl-1-(methylsulfonyl)piperidin-4-yl)-7-(1H-pyrazol-4-yl)-[1,2,4]triazolo[1,5-c]pyrimidin-2-amine